ClC1=CC=C2CCC(C(C2=C1)O)C(=O)OC methyl 7-chloro-1-hydroxy-1,2,3,4-tetrahydronaphthalene-2-carboxylate